CN(C1=CC=C(C=C1)/C=C/C=1OC(=CC(C1)=C(C#N)C#N)C)C (2-{(E)-2-[4-(Dimethylamino)phenyl]vinyl}-6-methyl-4H-pyran-4-yliden)malononitril